C(CCCCCC)C1CCCC(O1)=O 6-heptyltetrahydro-2H-pyran-2-one